CC1CN1C(=O)N(C)C N,N-dimethylpropyleneurea